((4-acetylphenyl)carbamoyl)hydrazine-1-carboxylic acid methyl ester COC(=O)N(N)C(NC1=CC=C(C=C1)C(C)=O)=O